(2S)-2-amino-3,3-dicyclohexyl-N-(2-isopropyl-2-(2-oxo-4-(trifluoromethyl)imidazolidin-1-yl)-2,3-dihydro-1H-inden-5-yl)propionamide N[C@H](C(=O)NC=1C=C2CC(CC2=CC1)(N1C(NC(C1)C(F)(F)F)=O)C(C)C)C(C1CCCCC1)C1CCCCC1